tert-butyl (2R,3S,4S)-4-[(tert-butoxycarbonyl)oxy]-2-[(4-cyclopropylphenyl)methyl]-3-[(4-nitrophenoxycarbonyl)oxy]pyrrolidine-1-carboxylate C(C)(C)(C)OC(=O)O[C@@H]1[C@H]([C@H](N(C1)C(=O)OC(C)(C)C)CC1=CC=C(C=C1)C1CC1)OC(=O)OC1=CC=C(C=C1)[N+](=O)[O-]